CC([C@@H](C(=O)OC(C)(C)C)N(C(=O)[C@@H]1CN(CC1)C)C)C tert-butyl (2S)-3-methyl-2-[N-methyl-1-[(3S)-1-methylpyrrolidin-3-yl]formamido]butanoate